C(C)(C)(C)OC(=O)N[C@@H]1CN(CCC1)C1=C(C=NC(=C1)Cl)C=1C=NN(C1)CC1CN(C1)C(=O)OC(C)(C)C tert-butyl (S)-3-((4-(4-(3-((tert-butoxycarbonyl)amino)piperidin-1-yl)-6-chloropyridin-3-yl)-1H-pyrazol-1-yl)methyl)azetidin-1-carboxylate